C(CCCCCCCCCCCCCCCCC)OC(CCC1=CC(=C(C(=C1)C(C)(C)C)O)C(C)(C)C)=O octadecyl-3-(3,5-di-tertbutyl-4-hydroxyphenyl)-propionate